(S)-7-isopropyl-4,8-dimethyl-2-((1-(1-methyl-3-(trifluoromethyl)-1H-pyrazole-4-carbonyl)azetidin-3-yl)amino)-7,8-dihydropteridin-6(5H)-one C(C)(C)[C@H]1C(NC=2C(=NC(=NC2N1C)NC1CN(C1)C(=O)C=1C(=NN(C1)C)C(F)(F)F)C)=O